1-(1-(trifluoromethyl)cyclopropanecarbonyl)pyrrolidine-2-carboxamide FC(C1(CC1)C(=O)N1C(CCC1)C(=O)N)(F)F